(R)-3-(2-cyano-2-methylazetidine-1-carbonyl)-8-methoxy-1-(2,2,2-trifluoroethyl)-5,6-dihydropyrrolo[2,1-a]isoquinoline-9-carboxylic acid C(#N)[C@@]1(N(CC1)C(=O)C1=CC(=C2N1CCC1=CC(=C(C=C21)C(=O)O)OC)CC(F)(F)F)C